C(C)C1(COC1)COC(C=C)=O (3-ethyl-3-oxetanyl)methylacrylate